(Isopropylthio)-N-(1-(methylsulfonyl)piperidin-4-yl)-6-(1H-pyrazol-4-yl)-[1,2,4]triazolo[1,5-a]pyrazin-2-amine C(C)(C)SC1=C(N=CC=2N1N=C(N2)NC2CCN(CC2)S(=O)(=O)C)C=2C=NNC2